[2-[(5-piperazin-1-ylpyridin-2-yl)amino]-8-piperidin-1-ylpyridino[3,4-d]pyrimidin-6-yl]methanol N1(CCNCC1)C=1C=CC(=NC1)NC=1N=CC2=C(N1)C(=NC(=C2)CO)N2CCCCC2